3-(4-ethynyl-2,6-diethylphenyl)-4-hydroxy-7-(2-methoxyethoxy)-1-azaspiro[4.5]dec-3-en-2-one C(#C)C1=CC(=C(C(=C1)CC)C=1C(NC2(C1O)CC(CCC2)OCCOC)=O)CC